(6R)-(Z)-3,9-Dimethyl-6-isopropenyl-3,9-decadienyl propionate C(CC)(=O)OCC\C(=C/C[C@@H](CCC(=C)C)C(=C)C)\C